C(C1=CC=CC=C1)N(C[C@@H](C(=O)OC)O)CC1=CC=CC=C1 Methyl (2S)-3-(dibenzylamino)-2-hydroxypropanoate